3-fluoro-2-(trifluoromethyl)pyridin-4-amine hydrochloride Cl.FC=1C(=NC=CC1N)C(F)(F)F